20-amino-15-(3,3-difluorocyclobutyl)-8-fluoro-6-hydroxy-6,18-bis(trifluoromethyl)-23-oxa-3,4,15,21-tetraazatetracyclo[15.3.1.12,5.17,11]tricosa-1(21),2,4,7(22),8,10,17,19-octaen-16-one NC1=CC(=C2C(N(CCCC3=CC=C(C(C(C4=NN=C(C1=N2)O4)(C(F)(F)F)O)=C3)F)C3CC(C3)(F)F)=O)C(F)(F)F